9-(3-chloro-5-(dibenzo[b,d]furan-4-yl)phenyl)-9H-carbazole ClC=1C=C(C=C(C1)C1=CC=CC2=C1OC1=C2C=CC=C1)N1C2=CC=CC=C2C=2C=CC=CC12